3-bromo-4,5-dimethylbenzene BrC=1C=CC=C(C1C)C